4-[[3-(2,3-Difluoro-4-pyrimidin-2-yloxyphenyl)imidazo[1,2-a]pyrazin-8-yl]amino]-2-ethyl-N-[[1-(pyrrolidin-3-ylmethyl)-4-piperidyl]methyl]benzamid FC1=C(C=CC(=C1F)OC1=NC=CC=N1)C1=CN=C2N1C=CN=C2NC2=CC(=C(C(=O)NCC1CCN(CC1)CC1CNCC1)C=C2)CC